Pyrrolidin-1-ylacetyl 2-(2-azidoacetylamino)-2-deoxy-3,4-di-O-acetyl-6-O-(((S)-1-isopropoxycarbonylethylamino) (phenoxy) phosphoryl)-D-mannopyranoside N(=[N+]=[N-])CC(=O)N[C@@H]1C(OC(CN2CCCC2)=O)O[C@@H]([C@H]([C@@H]1OC(C)=O)OC(C)=O)COP(=O)(OC1=CC=CC=C1)N[C@@H](C)C(=O)OC(C)C